N-(2-fluoro-2-methylpropyl)-5-(2-(pyridin-4-ylamino)-7H-pyrrolo[2,3-d]pyrimidin-5-yl)pyrazolo[1,5-a]pyridine-3-carboxamide FC(CNC(=O)C=1C=NN2C1C=C(C=C2)C2=CNC=1N=C(N=CC12)NC1=CC=NC=C1)(C)C